C1(=CC=CC=C1)C(=C=CC(=O)O)C 4-phenylpentan-2,3-dienoic acid